COC1=C(C=CC=C1)C=1C(=CN=NC1)C(=O)NC=1SC2=NC(=CC=C2N1)C(=O)NC1CCOCC1 2-(5-(2-methoxyphenyl)pyridazine-4-carboxamido)-N-(tetrahydro-2H-pyran-4-yl)thiazolo[5,4-b]pyridine-5-carboxamide